C(C(=O)O)(=O)O.CN1CCC(CC1)NC(=O)N1CCN(C2=CC=CC=C12)C1=NC=CN=C1 N-(1-Methylpiperidin-4-yl)-4-(pyrazin-2-yl)-3,4-dihydroquinoxaline-1(2H)-carboxamide oxalic acid salt